(2-((5-fluorobenzo[d]oxazol-2-yl)amino)-1-methyl-1H-benzo[d]imidazol-6-yl)methanol FC=1C=CC2=C(N=C(O2)NC2=NC3=C(N2C)C=C(C=C3)CO)C1